FC1=CC=C(C=C1)S(=O)(=O)N1C(C(NC2=CC=CC=C12)=O)CCSC=1C=CC=2N(N1)C=CN2 4-((4-fluorophenyl)sulfonyl)-3-(2-(imidazo[1,2-b]pyridazin-6-yl-sulfanyl)ethyl)-3,4-dihydroquinoxalin-2(1H)-one